The molecule is a hydrate that is the monohydrate form of glycine betaine. It has a role as a fundamental metabolite. It contains a N,N,N-trimethylglycinium. C[N+](C)(C)CC(=O)[O-].O